OC1CN(CCC1O)CCP1(OC2=C(C3=C1C=CC=C3)C=CC=C2)=O 6-(2-(3,4-dihydroxypiperidin-1-yl)ethyl)dibenzo[c,e][1,2]oxaphosphorinane 6-oxide